N-(1-cyclopropyl-2-oxo-1,2-dihydropyridin-3-yl)-2-(4-((1-(5-(2,6-dioxopiperidin-3-yl)pyridin-2-yl)piperidin-4-yl)methyl)piperazin-1-yl)-5-isopropoxybenzo[d]thiazole-6-carboxamide C1(CC1)N1C(C(=CC=C1)NC(=O)C1=CC2=C(N=C(S2)N2CCN(CC2)CC2CCN(CC2)C2=NC=C(C=C2)C2C(NC(CC2)=O)=O)C=C1OC(C)C)=O